1-(6-methoxy-4-(trifluoromethyl)pyridine-2-yl)-N-(1-methyl-1H-indazol-7-yl)-1H-pyrazole-4-sulfonamide COC1=CC(=CC(=N1)N1N=CC(=C1)S(=O)(=O)NC=1C=CC=C2C=NN(C12)C)C(F)(F)F